S1C2=C(C=C1)C(=CC=C2)N2CCN(CC2)CCCCOC2=CC=C1C=CC(N(C1=C2)C(CCCCCCCCCCCCCC)=O)=O 7-(4-(4-(benzo[b]thiophen-4-yl)piperazin-1-yl)butoxy)-1-pentadecanoylquinolin-2(1H)-one